BrC=1C(=C(C=C(C1)C(F)F)C1N(CCC1)S(=O)(=O)N)F [3-bromo-5-(difluoromethyl)-2-fluorophenyl]pyrrolidine-1-sulfonamide